N-((S)-2,2-dicyclopropyl-1-(5-(((S)-2-oxo-4-(trifluoromethyl)imidazolidin-1-yl)methyl)benzo[d]oxazol-2-yl)ethyl)-1-((R)-4,4,4-trifluoro-3-hydroxybutyl)-1H-pyrazole-5-carboxamide C1(CC1)C([C@@H](C=1OC2=C(N1)C=C(C=C2)CN2C(N[C@@H](C2)C(F)(F)F)=O)NC(=O)C2=CC=NN2CC[C@H](C(F)(F)F)O)C2CC2